FC=1C=C2C(C=CN3C2=C(C1)OCC3C)=O 9-fluoro-3-methyl-2H-[1,4]oxazino[2,3,4-ij]quinolin-7(3H)-one